C(C=C)(=O)N=C=O acrylic acid-isocyanate